2-Tert-butyl 6-[2-[2-[[2-(2,6-dioxo-3-piperidyl)-1,3-dioxo-isoindolin-4-yl]amino]ethoxy]ethyl]-2,6-diazaspiro[3.3]heptane-2-carboxylate O=C1NC(CCC1N1C(C2=CC=CC(=C2C1=O)NCCOCCN1CC2(CN(C2)C(=O)OC(C)(C)C)C1)=O)=O